C(CCOC1=C(C=C(C=C1C)F)C=1C(=C(C=C(C1)C(C)(CC(C)(C)C)C)N1C2=CC(=CC=C2C=2C=CC(=CC12)C)C)O)OC1=C(C=C(C=C1C)F)C=1C(=C(C=C(C1)C(C)(CC(C)(C)C)C)N1C2=CC(=CC=C2C=2C=CC(=CC12)C)C)O 2',2'''-(propane-1,3-diylbis(oxy))bis(3-(2,7-dimethyl-9H-carbazol-9-yl)-5'-fluoro-3'-methyl-5-(2,4,4-trimethylpentan-2-yl)-[1,1-biphenyl]-2-ol)